3-{4-amino-2-chloropyrrolo[2,3-d]pyrimidin-7-yl}-5-[3-(aminomethyl)phenyl]cyclopentane-1,2-diol NC=1C2=C(N=C(N1)Cl)N(C=C2)C2C(C(C(C2)C2=CC(=CC=C2)CN)O)O